2-carbamoyl-4,5-difluorobenzoic acid C(N)(=O)C1=C(C(=O)O)C=C(C(=C1)F)F